The molecule is a 2-acyl-1-alkyl-sn-glycero-3-phosphocholine in which the alkyl and the acyl groups at positions 1 and 2 are specified as icosyl and (9Z,12Z)-octadecadienoyl respectively. It has a role as a human xenobiotic metabolite. It is a phosphatidylcholine O-38:2 and a 2-acyl-1-alkyl-sn-glycero-3-phosphocholine. It derives from a linoleic acid. CCCCCCCCCCCCCCCCCCCCOC[C@H](COP(=O)([O-])OCC[N+](C)(C)C)OC(=O)CCCCCCC/C=C\\C/C=C\\CCCCC